FC1=C(C(=CC=C1)OC[C@@H]1CNCCO1)C1=CC(=NN1)NC=1N=CC(=NC1)C#N (S)-5-((5-(2-fluoro-6-(morpholin-2-ylmethoxy)phenyl)-1H-pyrazol-3-yl)amino)pyrazine-2-carbonitrile